BrC1=C(C(=CC(=C1)[N+](=O)[O-])[N+](=O)[O-])O 2-bromo-4,6-dinitro-phenol